C(C)(C)C1=C(C=C(OC2CCN(CC2)C2=CC(N(C=3C=CC(=NC23)C#N)C)=O)C=C1)C 8-(4-(4-Isopropyl-3-methylphenoxy)piperidin-1-yl)-5-methyl-6-oxo-5,6-dihydro-1,5-naphthyridin-2-carbonitril